4-benzyl-N-(2-methyl-3-chlorophenyl)-1,2,3-thiadiazole-5-carboxamide C(C1=CC=CC=C1)C=1N=NSC1C(=O)NC1=C(C(=CC=C1)Cl)C